3-(5-[3-[4-(4-bromophenyl)piperazin-1-yl]propanoyl]-7-methoxy-1-oxo-3H-isoindol-2-yl)piperidine-2,6-dione BrC1=CC=C(C=C1)N1CCN(CC1)CCC(=O)C=1C=C2CN(C(C2=C(C1)OC)=O)C1C(NC(CC1)=O)=O